(1S,2S,5R)-3-(9H-fluoren-9-ylmethoxycarbonyl)-3-azabicyclo[3.2.0]heptane-2-carboxylic acid C1=CC=CC=2C3=CC=CC=C3C(C12)COC(=O)N1[C@@H]([C@H]2CC[C@H]2C1)C(=O)O